C1(CC1)C=1N=NN(C1)[C@H](C(=O)N1[C@@H](C[C@H](C1)O)C(=O)NC1CN(CC1)C1=NC(=CC(=N1)O)C(C)C)C(C)(C)C (2S,4R)-1-[(2S)-2-(4-cyclopropyltriazol-1-yl)-3,3-dimethyl-butanoyl]-4-hydroxy-N-[1-(4-hydroxy-6-isopropyl-pyrimidin-2-yl)pyrrolidin-3-yl]pyrrolidine-2-carboxamide